1-(4-(3-methoxyphenyl)piperazine-1-carbonyl)-3-methylpyrido[3,4-d]pyridazin-4(3H)-one COC=1C=C(C=CC1)N1CCN(CC1)C(=O)C=1C2=C(C(N(N1)C)=O)C=NC=C2